N[C@@H](CC(=O)O)C(N)=O L-alpha-asparagine